C(C)(C)C=1C=2N(N=C(C1)C=1N=C3N(C(C1)=O)C=C(S3)N3CCN(CC3)C(=O)OC(C)(C)C)C=C(N2)C tert-butyl 4-[7-(8-isopropyl-2-methyl-imidazo[1,2-b]pyridazin-6-yl)-5-oxo-thiazolo[3,2-a]pyrimidin-2-yl]piperazine-1-carboxylate